tin lactate C(C(O)C)(=O)[O-].[Sn+4].C(C(O)C)(=O)[O-].C(C(O)C)(=O)[O-].C(C(O)C)(=O)[O-]